(3-(5-(2-Methyl-[1,1'-biphenyl]-3-yl)-1,3,4-oxadiazol-2-yl)benzyl)-L-isoleucine hydrochloride Cl.CC1=C(C=CC=C1C1=NN=C(O1)C=1C=C(CN[C@@H]([C@@H](C)CC)C(=O)O)C=CC1)C1=CC=CC=C1